3-((7-(3-((S)-3-hydroxypyrrolidine-1-carbonyl)-4-methyl-6-(trifluoromethyl)pyridin-2-yl)thieno[3,2-b]pyridin-2-yl)methyl)-6,6-dimethyl-3-azabicyclo[3.1.0]hexane-2,4-dione O[C@@H]1CN(CC1)C(=O)C=1C(=NC(=CC1C)C(F)(F)F)C1=C2C(=NC=C1)C=C(S2)CN2C(C1C(C1C2=O)(C)C)=O